CC1(OC(OC1(C)C)\C(=C\C)\C)C 4,4,5,5-tetramethyl-2-[(E)-1-methylprop-1-enyl]-1,3-dioxolane